1-isopropylamino-3-(4-amino-1-naphthoxy)-2-propanol C(C)(C)NCC(COC1=CC=C(C2=CC=CC=C12)N)O